NC=1C(=CC(=C2C(NC(C12)=O)(O)C1=C(C=CC(=C1)F)Cl)NC(C1=CC(=CC(=C1)C(F)(F)F)F)=O)CNC(C([2H])([2H])[2H])([2H])[2H] N-(7-amino-3-(2-chloro-5-fluorophenyl)-6-(((ethyl-d5)amino)methyl)-3-hydroxy-1-oxoisoindolin-4-yl)-3-fluoro-5-(trifluoromethyl)benzamide